5-chloro-N-(4-(4-(4-methylpiperazin-1-yl)piperidin-1-yl)phenyl)-4-(3-phenylisoxazolidine-2-yl)pyrimidin-2-amine ClC=1C(=NC(=NC1)NC1=CC=C(C=C1)N1CCC(CC1)N1CCN(CC1)C)N1OCCC1C1=CC=CC=C1